C1(=CC=CC2=CC=CC=C12)C(=O)N1CCN(CC1)C(C(CCCCNC(C=C)=O)NC(CC1CCCCC1)=O)=O N-(6-(4-(1-naphthoyl)piperazin-1-yl)-5-(2-cyclohexylacetamido)-6-oxohexyl)acrylamide